NC=1N=CC2=CC(=CC(=C2C1)C1=C(C=CC=C1C)F)C(=O)O 3-amino-5-(2-fluoro-6-methyl-phenyl)isoquinoline-7-carboxylic acid